CC(C=O)(C)S methyl-mercaptopropanal